B(O)(O)O.C1=CC=CC2=CC3=CC4=CC=CC=C4C=C3C=C12 naphthacene borate